(Z)-N-(Bis(2,6-dimethoxyphenyl)phosphanyl)-2,7-bis(3,5-di-tert-butylphenyl)-9H-carbazole-9-carbimidate COC1=C(C(=CC=C1)OC)P(\N=C(/[O-])\N1C2=CC(=CC=C2C=2C=CC(=CC12)C1=CC(=CC(=C1)C(C)(C)C)C(C)(C)C)C1=CC(=CC(=C1)C(C)(C)C)C(C)(C)C)C1=C(C=CC=C1OC)OC